2-cyclopentyl-4-methylthiazol C1(CCCC1)C=1SC=C(N1)C